4-bromo-1-(2-methylphenyl)-1H-pyrazole BrC=1C=NN(C1)C1=C(C=CC=C1)C